(S)-(1-(5-bromo-1,3,4-thiadiazol-2-yl)pyrrolidin-2-yl)methanol BrC1=NN=C(S1)N1[C@@H](CCC1)CO